C(C)(C)(C)C1=C(C=CC=C1)N(C(OC(C)(C)C)=O)C1=C(C=CC=C1)I Tert-butyl (2-(tert-butyl)phenyl)(2-iodophenyl)carbamate